CN1N=C(C=C1)CS(=O)(=O)C1=C(C=C(C(=O)N)C=C1)C#CC1=CC(=CC=C1)C(=O)N1CCNCC1 4-(((1-methyl-1H-pyrazol-3-yl)methyl)sulfonyl)-3-((3-(piperazine-1-carbonyl)phenyl)ethynyl)benzamide